3-(phenoxymethyl)pyridin O(C1=CC=CC=C1)CC=1C=NC=CC1